BrC=1SC2=C(N1)C(=C(C(=C2)OCCO)C)Cl 2-((2-bromo-4-chloro-5-methylbenzo[d]thiazol-6-yl)oxy)ethanol